5-[6-(3,7,8-trimethyl-[1,2,4]triazolo[4,3-b]pyridazin-6-yl)-7,8-dihydro-5H-1,6-naphthyridin-3-yl]thiazole CC1=NN=C2N1N=C(C(=C2C)C)N2CC=1C=C(C=NC1CC2)C2=CN=CS2